3,3-difluoro-2-[[(l)-1-phenylethyl]amino]cyclohexanol FC1(C(C(CCC1)O)NC(C)C1=CC=CC=C1)F